5-amino-[1,3]dioxolane NC1COCO1